O1C(=CC=C1C#CCN)C#CCN 3,3'-(furan-2,5-diyl)bis(prop-2-yn-1-amine)